ClC1=NC=C(C(=N1)NCC(C)NC(OC(C)(C)C)=O)[N+](=O)[O-] tert-butyl (1-((2-chloro-5-nitropyrimidin-4-yl) amino) propan-2-yl)carbamate